O1C2=C(OCC1)C=C(C=C2)C2=C(C#N)C(=CC=C2)N2CCC(CC2)N(C)C 2-(2,3-dihydrobenzo[b][1,4]dioxin-6-yl)-6-(4-(dimethylamino)piperidin-1-yl)benzonitrile